N-methyl-(2,2-di((9Z,12Z)-octadeca-9,12-dienyl)-1,3-dioxolan-4-yl)methanamine CNCC1OC(OC1)(CCCCCCCC\C=C/C\C=C/CCCCC)CCCCCCCC\C=C/C\C=C/CCCCC